spiro[3.3]heptan-2-yl ((2-(2,6-dioxopiperidin-3-yl)-3-oxoisoindolin-5-yl)methyl)carbamate O=C1NC(CCC1N1CC2=CC=C(C=C2C1=O)CNC(OC1CC2(C1)CCC2)=O)=O